C1(CC1)C1=NN(C=N1)C1CC2(CN(C2)C(=O)N2CCC2)C1 1-(6-(3-cyclopropyl-1H-1,2,4-triazol-1-yl)-2-azaspiro[3.3]heptane-2-carbonyl)azetidin